(2r,6s)-2,6-dimethyl-4-[5-(trifluoromethyl)pyrazin-2-yl]piperazine-1-carbonyl chloride C[C@H]1N([C@H](CN(C1)C1=NC=C(N=C1)C(F)(F)F)C)C(=O)Cl